1,3-bis((1H-inden-1-yl)methyl)benzene methyl-(2E)-2-[6-(dimethylamino)pyrazin-2-yl]-2-hydroxyimino-acetate COC(/C(=N/O)/C1=NC(=CN=C1)N(C)C)=O.C1(C=CC2=CC=CC=C12)CC1=CC(=CC=C1)CC1C=CC2=CC=CC=C12